3-[4-(2-bromoethyl)-phenyl]piperidine-2,6-dione BrCCC1=CC=C(C=C1)C1C(NC(CC1)=O)=O